methylolpropane trioctanoate C(CCCCCCC)(=O)O.C(CCCCCCC)(=O)O.C(CCCCCCC)(=O)O.C(O)CCC